C1(=CC(=CC=C1)N(C1=CC=C(C=C1)C1=CC=C(C=C1)C1=CC=C(C=C1)N(C1=CC=C(C=C1)C1=CC=CC=C1)C=1C=C(C=CC1)C1=CC=CC=C1)C1=CC=C(C=C1)C1=CC=CC=C1)C1=CC=CC=C1 4,4''-bis{(biphenyl-3-yl)-(biphenyl-4-yl)amino}-1,1':4',1''-terphenyl